C1=CC(=CC=C1[C@@H]([C@H](CO)N)O)[N+](=O)[O-] (1S,2S)-(+)-2-amino-1-(4-nitrophenyl)-1,3-propanediol